(E)-4-(5-(2-(3-isopropylbenzylidene)hydrazinyl)-2-(pyridin-4-yl)-[1,2,4]triazolo-[1,5-a]pyrimidin-7-yl)morpholine C(C)(C)C=1C=C(\C=N\NC2=NC=3N(C(=C2)N2CCOCC2)N=C(N3)C3=CC=NC=C3)C=CC1